[Na+].C(CCC)(=O)[O-] butyric acid sodium salt